ClC1=C(C(=CC(=C1)C(F)(F)F)N)N 3-chloro-5-(trifluoromethyl)benzene-1,2-diamine